N-(3-(2-chloro-5-oxo-5,7-dihydro-6H-pyrrolo[3,4-b]pyridin-6-yl)propyl)acetamide ClC1=CC=C2C(=N1)CN(C2=O)CCCNC(C)=O